N1(N=NC2=C1C=CC=C2)C(=O)C2=C(N=NC(=C2)Cl)Cl 1H-benzotriazol-1-yl(3,6-dichloropyridazin-4-yl)methanone